CNS(=O)(=O)C(C(C(C(F)(F)F)(F)F)(F)F)(F)F N-methyl-perfluorobutyl-sulfonamide